3-((4-methyl-4H-1,2,4-triazol-3-yl(methyl)oxetan-3-yl)phenyl)isoindolin-1-one CN1C(=NN=C1)C1(OCC1C1=C(C=CC=C1)C1NC(C2=CC=CC=C12)=O)C